FC1(CCC(CC1)C1=C2[C@H](C([C@H](C2=C(C=C1)SC(F)(F)F)O)(F)F)F)F (1S,3R)-4-(4,4-difluorocyclohexyl)-2,2,3-trifluoro-7-(trifluoromethylsulfanyl)indan-1-ol